[Na+].NC1=C(C=C(C=2C(C3=CC=CC=C3C(C12)=O)=O)NC1=CC=CC2=CC=CC=C12)S(=O)(=O)[O-] 1-amino-4-(1-naphthyl)aminoanthraquinone-2-sulfonic acid sodium salt